5-Amino-3-[3,5-difluoro-4-[2-[[3-(3-methyl-1-bicyclo[1.1.1]pentanyl)isoxazol-5-yl]amino]-2-oxo-ethyl]phenyl]-1-isopropyl-pyrazole-4-carboxamide NC1=C(C(=NN1C(C)C)C1=CC(=C(C(=C1)F)CC(=O)NC1=CC(=NO1)C12CC(C1)(C2)C)F)C(=O)N